N-(4-fluoro-3-methylphenyl)-5-(2-((2-hydroxy-2-methylpropyl)amino)-2-oxoacetyl)-4-isopropyl-1,2-dimethyl-1H-pyrrole-3-carboxamide FC1=C(C=C(C=C1)NC(=O)C1=C(N(C(=C1C(C)C)C(C(=O)NCC(C)(C)O)=O)C)C)C